OCC1(C(OCC1)=O)C 3-(hydroxymethyl)-3-methyloxacyclopentane-2-one